N[C@H](C(=O)N[C@@H]1C[C@@](NC1)(C(=O)O)CCCCB(O)O)C (2R,4R)-4-((S)-2-aminopropanamido)-2-(4-boronobutyl)pyrrolidine-2-carboxylic acid